FC([C@@H](C1=CC=C(C=C1)F)N1N=CC(=C1)B1OC(C(O1)(C)C)(C)C)(C)F (R)-1-(2,2-difluoro-1-(4-fluorophenyl)propyl)-4-(4,4,5,5-tetramethyl-1,3,2-dioxaborolan-2-yl)-1H-pyrazole